(S)-2-(4-(6-((4-chloro-2-fluorobenzyl)oxy)pyridin-2-yl)-2-fluorophenoxy)-1-(oxetan-2-ylmethyl)-1H-benzo[d]Imidazole-6-carboxylic acid methyl ester COC(=O)C=1C=CC2=C(N(C(=N2)OC2=C(C=C(C=C2)C2=NC(=CC=C2)OCC2=C(C=C(C=C2)Cl)F)F)C[C@H]2OCC2)C1